potassium tetrafluoronickel (II) F[Ni-2](F)(F)F.[K+].[K+]